3-((2S)-3-(8-(3-chloro-2-fluorophenylsulfonyl)-1-oxa-8-azaspiro[4.5]decan-3-ylamino)-2-hydroxypropoxy)-N-methylbenzenesulfonamide ClC=1C(=C(C=CC1)S(=O)(=O)N1CCC2(CC(CO2)NC[C@@H](COC=2C=C(C=CC2)S(=O)(=O)NC)O)CC1)F